P(OC1=CC2=CC=C(C=C2C=C1C(C)(C)C)C(C)(C)C)(OC1=CC2=CC=C(C=C2C=C1C(C)(C)C)C(C)(C)C)OC1=CC2=CC=C(C=C2C=C1C(C)(C)C)C(C)(C)C tris(3,6-di-t-butyl-2-naphthyl) phosphite